(R)-1-ethyl-1-(2-(3-(imidazo[1,2-a]pyridin-6-yl)phenyl)propan-2-yl)-3-(6,6,6-trifluorohexan-3-yl)urea C(C)N(C(=O)N[C@H](CC)CCC(F)(F)F)C(C)(C)C1=CC(=CC=C1)C=1C=CC=2N(C1)C=CN2